BrC1=C(C=CC(=N1)C(=O)NC1CCC(CC1)OC)F 6-bromo-5-fluoro-N-((1r,4r)-4-methoxycyclohexyl)picolinamide